BrC1=C2C=NNC2=CC2=C1[C@H](CCC2)C (S)-4-Bromo-5-methyl-5,6,7,8-tetrahydro-1H-benzo[f]indazole